2-(3-(2-(2-aminoethoxy)ethoxy)propan-amido)-N-(4,5-dimethylthiazol-2-yl)benzamide NCCOCCOCCC(=O)NC1=C(C(=O)NC=2SC(=C(N2)C)C)C=CC=C1